6-Diallylamino-1,3,5-triazine-2,4-dithiol monosodium salt [Na].C(C=C)N(C1=NC(=NC(=N1)S)S)CC=C